C1=CC=CC=2C3=CC=CC=C3N(C12)CCCP(O)(O)=O (3-(9H-carbazol-9-yl)propyl)phosphonic acid